C1(=CC=CC=C1)C(=C)C1=CC=C(C=C1)C(=C)C1=CC=CC=C1 1,4-bis(1-phenylvinyl)benzene